ClC1=C(C(=CC(=C1)F)F)NC=1N(C2=NC(=NC=C2N1)N[C@@H]1[C@@H](COCC1)F)C1CCC(CC1)(C(=O)OCC)C Ethyl (1R,4s)-4-(8-((2-chloro-4,6-difluorophenyl)amino)-2-(((3S,4S)-3-fluorotetrahydro-2H-pyran-4-yl)amino)-9H-purin-9-yl)-1-methylcyclohexane-1-carboxylate